C(#C)C1=CC(=NC=2N=C(N=CC21)NC2=CC=C(C=C2)N2CCN(CC2)C)NC=2N(C=CN2)C 5-ethynyl-N7-(1-methylimidazol-2-yl)-N2-[4-(4-methylpiperazin-1-yl)phenyl]pyrido[2,3-d]pyrimidine-2,7-diamine